BrC=1C=C2C3(CN(C(C2=CC1)=O)CC(=O)O)C(C3)(F)F 2-(6'-bromo-2,2-difluoro-1'-oxo-1'H-spiro[cyclopropane-1,4'-isoquinolin]-2'(3'H)-yl)acetic acid